[Br-].CC=1N=C(SC1C)N1N(NC(=N1)C1=CC=CC=C1)C1=CC=CC=C1 3-(4,5-dimethyl-2-thiazolyl)-2,5-diphenyl-tetrazole bromide